FC1=C(C=CC(=C1N1N=CC=2C1=CN=C(C2)N2CCN(CC2)S(=O)(=O)C)C)O 2-Fluoro-4-methyl-3-(5-(4-(methylsulfonyl)piperazin-1-yl)-1H-pyrazolo[3,4-c]pyridine-1-yl)phenol